(3S)-3-((S)-sec-Butyl)-5-(hydroxymethyl)-1,3,4,5-tetrahydro-2H-benzo[e][1,4]diazepin-2-one [C@H](C)(CC)[C@@H]1NC(C2=C(NC1=O)C=CC=C2)CO